(3-(4-(5-(2,3-Dihydro-1H-inden-4-yl)-6-methoxy-1H-pyrazolo[4,3-b]pyridin-3-yl)-1H-pyrazol-1-yl)azetidin-1-yl)((1s,3s)-3-hydroxy-3-methylcyclobutyl)methanone C1CCC2=C(C=CC=C12)C1=C(C=C2C(=N1)C(=NN2)C=2C=NN(C2)C2CN(C2)C(=O)C2CC(C2)(C)O)OC